COC(CBr)=O.ClC1=NC=C(C=N1)C(=O)NC=1C(=NC=CC1C1=CCCCO1)Cl 2-chloro-N-(2-chloro-4-(3,4-dihydro-2H-pyran-6-yl)pyridin-3-yl)pyrimidine-5-carboxamide Methyl-Bromoacetate